Benzyl (1R,5S)-1-(2,5-difluorophenyl)-2-azabicyclo[3.1.0]hexane-2-carboxylate FC1=C(C=C(C=C1)F)[C@@]12N(CC[C@H]2C1)C(=O)OCC1=CC=CC=C1